C(CCC)OC(=C)C1=C(C(=O)OC)C=C(C(=C1)C(=O)OC)NC1CCCC1 dimethyl 2-(1-butoxyvinyl)-5-(cyclopentylamino)terephthalate